8-benzyloxymethoxy-1,3,5-trimethyloctylmagnesium bromide C(C1=CC=CC=C1)OCOCCCC(CC(CC(C)[Mg]Br)C)C